6-[5-[(1S)-1-[methyl-[6-(trifluoromethyl)-8-(trifluoromethylsulfanyl)quinazolin-4-yl]amino]ethyl]-1,2,4-triazol-1-yl]pyridine-3-carbonitrile CN([C@@H](C)C1=NC=NN1C1=CC=C(C=N1)C#N)C1=NC=NC2=C(C=C(C=C12)C(F)(F)F)SC(F)(F)F